CN(CCCN(C(O)=O)C1=NC2=C(N1)C=CC(=C2)C2=C(C=CC(=C2)CC2=NNC(C1=CC=CC=C21)=O)F)C.NC2=C(C=CC=C2)NC2=C(C=C(C=C2CC(C)C)C#N)CC(C)C 4-[N-(2-aminophenyl)amino]-3,5-diisobutylbenzenenitrile 3-(Dimethylamino)propyl-(5-(2-fluoro-5-((4-oxo-3,4-dihydrophthalazin-1-yl)methyl)phenyl)-1H-benzoimidazol-2-yl)carbamate